6'-(1-fluorovinyl)-2'-(4-methoxybenzyl)-2',3'-dihydro-1'H-spiro[cyclopropane-1,4'-isoquinolin]-1'-one FC(=C)C=1C=C2C3(CN(C(C2=CC1)=O)CC1=CC=C(C=C1)OC)CC3